ClC=1C(=NC=CC1[C@@H](CC\C=C\CO)N[S@@](=O)C(C)(C)C)F (S)-N-((R,E)-1-(3-chloro-2-fluoropyridin-4-yl)-6-hydroxyhex-4-en-1-yl)-2-methylpropane-2-sulfinamide